FC=1C=C(C=CC1OC1=CC(=NC=C1)C=1C=NN(C1)C)NC(=O)C=1C(N(C(N(C1)C(C)C)=O)C1=CC=C(C=C1)F)=O N-(3-fluoro-4-((2-(1-methyl-1H-pyrazol-4-yl)pyridin-4-yl)oxy)phenyl)-3-(4-fluorophenyl)-1-isopropyl-2,4-dioxo-1,2,3,4-tetrahydropyrimidin-5-carboxamide